4-(2-(4-(4-(1-(pentan-3-yl)-1H-pyrazol-4-yl)pyrazolo[1,5-a]pyrazin-6-yl)-1H-pyrazol-1-yl)ethyl)piperazin-2-one CCC(CC)N1N=CC(=C1)C=1C=2N(C=C(N1)C=1C=NN(C1)CCN1CC(NCC1)=O)N=CC2